4-(N,N-diethylamino)salicylaldehyde C(C)N(CC)C=1C=C(C(C=O)=CC1)O